(2R,3S,4R,5R)-5-(4-(((acetoxymethoxy)carbonyl)amino)pyrrolo[2,1-f][1,2,4]triazin-7-yl)-5-cyano-4-hydroxy-2-(hydroxymethyl)tetrahydrofuran-3-yl 2-cyclohexylacetate C1(CCCCC1)CC(=O)O[C@@H]1[C@H](O[C@@]([C@@H]1O)(C#N)C1=CC=C2C(=NC=NN21)NC(=O)OCOC(C)=O)CO